2-isothiocyanato-6-(trifluoromethyl)quinoxaline N(=C=S)C1=NC2=CC=C(C=C2N=C1)C(F)(F)F